Cl[Mg]C[Si](C)(C)OC(C)C chloro-[[isopropoxy(dimethyl)silyl]methyl]magnesium